C(C)(C)(C)OC(=O)NC=1C=C(C=CC1)C(C(=O)O)C 2-(3-((tert-butoxycarbonyl)amino)phenyl)Propionic Acid